3,3-Dimethyl-2-oxo-1-(piperidin-4-ylmethyl)indoline-6-carboxylic acid methyl ester COC(=O)C1=CC=C2C(C(N(C2=C1)CC1CCNCC1)=O)(C)C